FC1=C(C=CC(=C1C1=CC2=C(N=C(N=C2)S(=O)(=O)C)N(C1=O)C)F)NS(=O)(=O)N1C[C@@H](CC1)F (3R)-N-[2,4-difluoro-3-(8-methyl-2-methylsulfonyl-7-oxopyrido[2,3-d]pyrimidin-6-yl)phenyl]-3-fluoropyrrolidine-1-sulfonamide